C1(=CC=C(C=C1)C1=NC2=C(N1CC1=C(OCCCCCC(=O)O)C=CC=C1)C=CC=C2)C2=CC=CC=C2 6-(2-((2-([1,1'-biphenyl]-4-yl)-1H-benzo[d]imidazol-1-yl)methyl)phenoxy)hexanoic acid